bis(p-hydroxyphenyl)methyl acetate C(C)(=O)OC(C1=CC=C(C=C1)O)C1=CC=C(C=C1)O